N-(5-{2-[(6-methoxy-2-methyl-1,2,3,4-tetrahydroisoquinolin-7-yl)amino]quinazolin-7-yl}pyridin-2-yl)acetamide COC=1C=C2CCN(CC2=CC1NC1=NC2=CC(=CC=C2C=N1)C=1C=CC(=NC1)NC(C)=O)C